C(#N)C[C@@H]1N(CCN(C1)C=1C2=C(N=C(N1)OC[C@H]1N(CCC1)C)C(N(C(=N2)C2=CC=CC=C2)C2=CC=CC1=CC=CC(=C21)C)=O)C(=O)OCC2=CC=CC=C2 benzyl (S)-2-(cyanomethyl)-4-(7-(8-methylnaphthalen-1-yl)-2-(((S)-1-methylpyrrolidin-2-yl)methoxy)-8-oxo-6-phenyl-7,8-dihydropyrimido[5,4-d]pyrimidin-4-yl)piperazine-1-carboxylate